2,4-bis(4-dibenzothienyl)-1-cyclohexyl acrylate C(C=C)(=O)OC1C(CC(CC1)C1=CC=CC2=C1SC1=C2C=CC=C1)C1=CC=CC2=C1SC1=C2C=CC=C1